NC=1C2=C(N=CN1)C(=NC(=C2)NCCOC)C=2C(=C(C=CC2C)O)C (S)-3-(4-amino-6-((2-methoxyethyl)amino)pyrido[3,4-d]pyrimidin-8-yl)-2,4-dimethylphenol